FC(O[C@@H](CN1C(=NC2=C1C=C(C=C2)C(=O)O)CN2[C@H](C[C@H](CC2)OC2=NC(=NC=C2)COC2=NC=C(C=C2F)F)C)C)F ((R)-2-(Difluoromethoxy)propyl)-2-(((2S,4S)-4-((2-(((3,5-difluoropyridin-2-yl)oxy)methyl)pyrimidin-4-yl)oxy)-2-methylpiperidin-1-yl)methyl)-1H-benzo[d]imidazole-6-carboxylic acid